3-(7-bromo-1-(4-methoxybenzyl)-4-methyl-1H-imidazo[4,5-d]thieno[3,2-b]pyridin-2-yl)propan-1-ol Methyl-2-((2-bromo-6-iodo-3-(methoxymethoxy)pyridin-4-yl)oxy)-2-methylpropanoate CCC(C(=O)OCCCC1=NC=2C(=C3C(=NC2C)C=C(S3)Br)N1CC1=CC=C(C=C1)OC)(C)OC1=C(C(=NC(=C1)I)Br)OCOC